C(C)(C)(C)OC1=CC=C(C=C1)[I+]C1=CC=C(C=C1)N(C)C (4-t-butoxyphenyl)-(4-dimethylaminophenyl)iodonium